OCC1=CN=NC(=C1)N1C=NC=C1 3-(4-(hydroxymethyl)pyridazin-6-yl)imidazole